5-methyl-3-[[3-[(1R,5S,6r)-3-(4-chlorophenyl)-3-azabicyclo[3.1.0]hexan-6-yl]-1,2,4-oxadiazol-5-yl]methyl]pyrido[3,4-d]pyrimidin-4-one CC1=CN=CC=2N=CN(C(C21)=O)CC2=NC(=NO2)C2[C@H]1CN(C[C@@H]21)C2=CC=C(C=C2)Cl